(E)-N-(4-(7-(2-cyano-3-(thiophen-2-yl)acrylamido)-1H-indol-3-yl)pyridin-2-yl)cyclopropanecarboxamide potassium silicate [Si]([O-])([O-])([O-])[O-].[K+].C(#N)/C(/C(=O)NC=1C=CC=C2C(=CNC12)C1=CC(=NC=C1)NC(=O)C1CC1)=C\C=1SC=CC1.[K+].[K+].[K+]